C(C)C=1C(=NC2=CC3=C(C=C2C1)OCC[C@@H]1N(C3)CCN(C1)C=1C=CC(=NC1)C(=O)OC)OC methyl (S)-5-(10-ethyl-11-methoxy-1,2,4,4a,5,6-hexahydro-3H,14H-pyrazino[1',2':5,6][1,5]oxazocino[2,3-g]quinolin-3-yl)picolinate